N-[3-(dimethylamino)propyl]dodecanamide methyl-(1r,4r)-4-(3-chloroanilino)-2'-[2-(hydroxymethyl)hept-3-yn-1-yl]spiro[cyclohexane-1,1'-indene]-4-carboxylate COC(=O)C1(CCC2(C(=CC3=CC=CC=C23)CC(C#CCCC)CO)CC1)NC1=CC(=CC=C1)Cl.CN(CCCNC(CCCCCCCCCCC)=O)C